1-(3-((4-amino-7-methyl-5-(4-phenoxyphenyl)-7H-pyrrolo[2,3-d]pyrimidin-6-yl)ethynyl)-3-hydroxypyrrolidin-1-yl)prop-2-en-1-one NC=1C2=C(N=CN1)N(C(=C2C2=CC=C(C=C2)OC2=CC=CC=C2)C#CC2(CN(CC2)C(C=C)=O)O)C